((3R,4R)-5-(2-oxo-4-(hydroxyamino) pyrimidin-1(2H)yl)-3,4-diacetoxy-tetrahydrofuran-2-yl) methyl (2-(octadecyldithio) ethyl) phosphate P(=O)(OC1OC([C@@H]([C@H]1OC(C)=O)OC(C)=O)N1C(N=C(C=C1)NO)=O)(OC)OCCSSCCCCCCCCCCCCCCCCCC